C1(=CC=C(C=C1)C1=CC2=C(SC3=C2C=CC=C3)C(=C1)C1=CC=C(C=C1)C1=CC=CC=C1)C1=CC=CC=C1 2,4-bis([1,1'-biphenyl]-4-yl)dibenzo[b,d]thiophene